C(C#C)OCCOCCOCC(=O)O 2-[2-(2-prop-2-ynoxyethoxy)ethoxy]acetic acid